ClC=1C=C(C=CC1C(F)(F)F)C=1N=C(SC1)C=O 4-(3-chloro-4-(trifluoromethyl)phenyl)thiazole-2-carbaldehyde